silylenecarbon oxide [SiH2]=C=O